2-[4-[(E)-3-(3-Chloro-4-hydroxyphenyl)prop-2-enoyl]phenoxy]-N,N-dimethylacetamide ClC=1C=C(C=CC1O)/C=C/C(=O)C1=CC=C(OCC(=O)N(C)C)C=C1